1-(4-chlorobenzyl)-3-(4-(1-(2-(difluoromethyl)benzoyl)piperidin-4-yl)butyl)urea ClC1=CC=C(CNC(=O)NCCCCC2CCN(CC2)C(C2=C(C=CC=C2)C(F)F)=O)C=C1